5-(2-(3-fluoro-3-methylazetidin-1-yl)ethyl)-4-(isopropyl)pyrimidin-2-ol FC1(CN(C1)CCC=1C(=NC(=NC1)O)C(C)C)C